triethoxy(glycidyl)silane C(C)O[Si](CC1CO1)(OCC)OCC